ethyl-((3,4-dimethoxyphenyl) thio) acetate C(C)(=O)OSC1=C(C(=C(C=C1)OC)OC)CC